C(#N)C1=CN(C2=NC(=CC(=C21)C2=C(C(=CC=C2C)O)C)C(=O)N)CC (R)-3-cyano-1-ethyl-4-(3-hydroxy-2,6-dimethyl-phenyl)pyrrolo[2,3-b]pyridine-6-carboxamide